FC(C(=O)O)(F)F.C1N(CCC2=CC=CC=C12)C(=O)N 3,4-dihydroisoquinoline-2(1H)-carboxamide 2,2,2-trifluoroacetate